C(#N)C=1C=NN2C1C(=CC(=C2)OC[C@@H]2CN(CCO2)C(=O)OC(C)(C)C)B2OC(C(O2)(C)C)(C)C tert-butyl (S)-2-(((3-cyano-4-(4,4,5,5-tetramethyl-1,3,2-dioxaborolan-2-yl)pyrazolo[1,5-a]pyridin-6-yl)oxy)methyl)morpholine-4-carboxylate